C1(CC1)OC1C(N(CC1)C1=C(C=C(C(=C1)[N+](=O)[O-])C)C)=O 3-(cyclopropoxy)-1-(2,4-dimethyl-5-nitro-phenyl)pyrrolidin-2-one